C[C@@H]1[C@](C2=C(O1)C3=C(C=C(C=C3)OC)OC2=O)(C)CC/C=C(\\C)/CC4=CC(=CO4)C The molecule is a furanocoumarin that is 2,3-dihydrofuro[3,2-c]coumarin substituted by a methoxy group at position 7, methyl groups at positions 2 and 3 (relatively trans configuration) and a 4-methyl-5-(4-methyl-2-furyl)-3(E)-pentenyl moiety at position 3. Isolated from the roots of Ferula fukanensis, it inhibits production of nitric oxide (NO). It has a role as a metabolite and an EC 1.14.13.39 (nitric oxide synthase) inhibitor. It is an aromatic ether, a member of furans, a sesquiterpenoid and a furanocoumarin.